3-(5-chloro-2-hydroxy-4-methylphenyl)-N-cyclopropyl-4-fluorobenzamide ClC=1C(=CC(=C(C1)C=1C=C(C(=O)NC2CC2)C=CC1F)O)C